C1(CC1)OC1=CC=C(C=C1)CC(=O)N (4-cyclopropyloxyphenyl)acetamide